2-chloro-9-phenyl-8-(pyridin-4-yl)-9H-purine ClC1=NC=C2N=C(N(C2=N1)C1=CC=CC=C1)C1=CC=NC=C1